2-[4-[6-benzyloxy-8-fluoro-7-(1,1,4-trioxo-1,2,5-thiadiazolidin-2-yl)-2-naphthyl]pyrazol-1-yl]acetaldehyde C(C1=CC=CC=C1)OC=1C=C2C=CC(=CC2=C(C1N1S(NC(C1)=O)(=O)=O)F)C=1C=NN(C1)CC=O